(Z)-1-(5-(3,4,5-trimethylstyryl)-2-methoxyphenyl)-3-(naphthalen-1-yl)thiourea CC=1C=C(\C=C/C=2C=CC(=C(C2)NC(=S)NC2=CC=CC3=CC=CC=C23)OC)C=C(C1C)C